C(=C)C1(C(C=CC=C1C(C)(C)C)C(C)(C)C)OC(C)=O para-vinyl-4-acetoxy-3,5-di-tert-butylbenzene